CC1=CC=C(C=C1)S(=O)(=O)C1(CC(NCCCC1)O)CN1C(C=CC=C1)=O 1-(4'-methylbenzenesulfonyl)-3-hydroxy-4-azacyclooctan-1-ylmethyl-pyridin-2(1H)-one